FC=1C=C(C#N)C=C(C1)[C@@H]1CC=NN1C(=O)N1CC(C1)OC1=CC(=NC=C1F)C1=C(C=NN1C)F (S)-3-fluoro-5-(1-(3-((5-fluoro-2-(4-fluoro-1-methyl-1H-pyrazol-5-yl)pyridin-4-yl)oxy)azetidine-1-carbonyl)-4,5-dihydro-1H-pyrazol-5-yl)benzonitrile